3-iodo-9-(tetrahydro-2H-pyran-2-yl)-9H-carbazole IC=1C=CC=2N(C3=CC=CC=C3C2C1)C1OCCCC1